2-(6-{[(2S,4S)-2-(Hydroxymethyl)-1-methylpiperidin-4-yl](methyl)amino}[1,3]thiazolo[4,5-c]pyridazin-3-yl)-5-(1H-pyrazol-4-yl)phenol OC[C@H]1N(CC[C@@H](C1)N(C=1SC2=C(N=NC(=C2)C2=C(C=C(C=C2)C=2C=NNC2)O)N1)C)C